CCCCCCCCCCC\C=C/C cis-9-trans-12-tetradecene